isobutylphenoxy-acrylate C(C(C)C)C=C(C(=O)[O-])OC1=CC=CC=C1